2-(4-bromophenoxy)-acetaldehyde BrC1=CC=C(OCC=O)C=C1